NC1=C2N=CN(C2=NC=N1)C[C@@H](C)OCP(=O)(NC(C(O[C@@H]1CC[C@H](CC1)C(F)(F)F)=O)(C)C)NC(C(=O)OCCCCCC)(C)C Hexyl 2-((((((R)-1-(6-amino-9H-purin-9-yl)propan-2-yl)oxy)methyl)((2-methyl-1-oxo-1-((trans-4-(trifluoromethyl)cyclohexyl)oxy)propan-2-yl)amino)phosphoryl)amino)-2-methylpropanoate